CC=1C=C(C=C(C1)C)P(C1=CC(=CC(=C1)C)C)=O di(3,5-dimethylphenyl)phosphine oxide